5-Ethynyl-2'-deoxycytidine C(#C)C=1C(=NC(N([C@H]2C[C@H](O)[C@@H](CO)O2)C1)=O)N